C(C)[C@@H]1CN(CC1)C[C@@H](C)[C@H]1CC[C@H]2\C(\CCC[C@]12C)=C\C=C1C[C@H](C([C@@H](C1)O)=C)O (1R,3R)-5-(2-((1R,3aS,7aR,E)-1-((S)-1-((S)-3-ethylpyrrolidin-1-yl)propan-2-yl)-7a-Methyloctahydro-4H-inden-4-ylidene)ethylidene)-2-methylenecyclohexane-1,3-diol